ClC=1C=CC(=NC1)NC(CN1C(=NC(C2=C1C(N(C2)[C@H](COC)C)=O)=O)NC2=CC=C(C=C2)OC2=NC=CC=C2)=O (S)-N-(5-chloropyridin-2-yl)-2-(6-(1-methoxypropane-2-yl)-4,7-dioxo-2-((4-(pyridin-2-yloxy)phenyl)amino)-4,5,6,7-tetrahydro-1H-pyrrolo[3,4-D]pyrimidin-1-yl)acetamide